tert-Butyl 3-{[2-(4-bromophenyl)imidazo[1,2-a]pyridine-3-yl]methyl}-3,8-diazabicyclo[3.2.1]octane-8-carboxylate BrC1=CC=C(C=C1)C=1N=C2N(C=CC=C2)C1CN1CC2CCC(C1)N2C(=O)OC(C)(C)C